CC1=NC(=NO1)C1=NC=C(C=N1)OC1=CC=C(C=C1)C(C)(C)C1=CC=C(OC[C@H]2N(CC2)C(=O)OC(C)(C)C)C=C1 tert-butyl (S)-2-((4-(2-(4-((2-(5-methyl-1,2,4-oxadiazol-3-yl)pyrimidine-5-yl)oxy)phenyl)propan-2-yl)phenoxy)methyl)azetidine-1-carboxylate